NC1=CC(=NC=N1)C(=O)N1CCN(CC1)C(=O)OC(C)(C)C tert-butyl 4-(6-aminopyrimidine-4-carbonyl)piperazine-1-carboxylate